(2R)-2-amino-3-(1-fluorocyclobutyl)propan-1-ol N[C@@H](CO)CC1(CCC1)F